ClC1=CC=C(CC2=NN(C(C3=CC=CC=C23)=O)C2CCN(CCC2)C)C=C1 4-(p-Chlorobenzyl)-2-(hexahydro-1-methyl-1H-azepin-4-yl)-1(2H)-phthalazinone